2-Methyl-2-(1-methyl-5-((R)-3-methylmorpholino)-3-(1-(tetrahydro-2H-pyran-2-yl)-1H-pyrazol-3-yl)-1H-pyrazolo[4,3-b]pyridin-7-yl)propionitrile CC(C#N)(C)C1=C2C(=NC(=C1)N1[C@@H](COCC1)C)C(=NN2C)C2=NN(C=C2)C2OCCCC2